6-bromo-2-(2-bromophenyl)-[1,2,4]triazolo[1,5-a]pyridine BrC=1C=CC=2N(C1)N=C(N2)C2=C(C=CC=C2)Br